OC=1C=C(C=CC1)N1C(=NC2=CC=C(C=C2C1=O)I)C 3-(3-hydroxyphenyl)-6-iodo-2-methylquinazolin-4(3H)-one